CS(=O)(=O)OC1C2=CC(C=CN2CC12CCNCC2)=O 1-((methylsulfonyl)oxy)-7-oxo-1,7-dihydro-3H-spiro[indolizine-2,4'-piperidine]